ClC1=CC=C(C=C1)C1(CNC1)NS(=O)(=O)C1=CC=C(C=C1)OC(F)(F)F N-(3-(4-chlorophenyl)azetidin-3-yl)-4-(trifluoromethoxy)benzene-sulfonamide